COC=1C=C(CN(C=2OC=C(N2)COCCN2CCOCC2)CC2=CC(=CC=C2)N2CCOCC2)C=CC1 N-(3-methoxybenzyl)-N-(3-morpholinobenzyl)-4-((2-morpholinoethoxy)methyl)oxazol-2-amine